O1S(ON=C1)=O 1,3,2,4-dioxathiazole-2-oxide